2,7-Dimethyl-5-[5-(piperidin-4-yl)[1,3]thiazolo[5,4-d][1,3]thiazol-2-yl]-2H-indazol Hydrochlorid Cl.CN1N=C2C(=CC(=CC2=C1)C=1SC=2N=C(SC2N1)C1CCNCC1)C